5-(4-methylpiperazin-1-yl)isoindoline-1,3-dione CN1CCN(CC1)C=1C=C2C(NC(C2=CC1)=O)=O